COC(=O)C=1N=NN(C1)CC1=C(C=CC=C1F)F 1-(2,6-difluorobenzyl)-1H-1,2,3-triazole-4-carboxylic acid methyl ester